2-chloro-5,7-dimethylquinazoline ClC1=NC2=CC(=CC(=C2C=N1)C)C